N1=C(C(=CC=C1)C(=O)N1CCC(CC1)(C#N)CC1=C(C=C(C=C1)C(F)(F)F)F)C1=CC=NC=C1 1-([2,4'-bipyridine]-3-carbonyl)-4-(2-fluoro-4-(trifluoromethyl)benzyl)piperidine-4-carbonitrile